Methyl 1-(2-((tert-butoxycarbonyl)(2-hydroxyethyl)amino)ethyl)-1H-pyrazole-4-carboxylate (Methyl 1-(2-((tert-butoxycarbonyl)(2-hydroxyethyl)amino)ethyl)-1H-pyrazole-4-carboxylate) CC1=NN(C=C1C(=O)O)CCN(CCO)C(=O)OC(C)(C)C.C(C)(C)(C)OC(=O)N(CCN1N=CC(=C1)C(=O)OC)CCO